COC1=NSC(=N1)NC(=O)N1C[C@@H]2[C@H](C1)CC(C2)N2C(NC=1C2=C2C(=NC1)N(C=C2)S(=O)(=O)C2=CC=CC=C2)=O (3aR,5s,6aS)-N-(3-methoxy-1,2,4-thiadiazol-5-yl)-5-(2-oxo-6-(phenylsulfonyl)-3,6-dihydroimidazo[4,5-d]pyrrolo[2,3-b]pyridin-1(2H)-yl)hexahydrocyclopenta[c]pyrrole-2(1H)-carboxamide